2,6-dichloro-β,β,5-trifluoro-3-pyridinepropanoic acid ClC1=NC(=C(C=C1C(CC(=O)O)(F)F)F)Cl